N-(2-(6-amino-8-((7-iodo-2,3-dihydrobenzo[b][1,4]dioxin-6-yl)thio)-9H-purin-9-yl)ethyl)-3-methylbutanamide NC1=C2N=C(N(C2=NC=N1)CCNC(CC(C)C)=O)SC1=CC2=C(OCCO2)C=C1I